C(C)(=O)[C@@H]1N(CC(C1)(F)F)C(=O)OC(C)(C)C tert-butyl (R)-2-acetyl-4,4-difluoropyrrolidine-1-carboxylate